pyridine-3-sulfonamide, formate salt C(=O)O.N1=CC(=CC=C1)S(=O)(=O)N